ClC1=C(C=CC=C1)C=1C(=NN2C1CCCCC2)C(=O)N2[C@H](CC1(CN(C1)C(C=C)=O)CC2)C (S)-1-(7-(3-(2-chlorophenyl)-5,6,7,8-tetrahydro-4H-pyrazolo[1,5-a]azepine-2-carbonyl)-6-methyl-2,7-diazaspiro[3.5]nonan-2-yl)prop-2-en-1-one